4-(2-((tert-butyl-dimethylsilyl)oxy)-3-fluoropropoxy)-N-(4-(4-(5-cyanopyridin-2-yl)piperazin-1-yl)phenyl)benzamide [Si](C)(C)(C(C)(C)C)OC(COC1=CC=C(C(=O)NC2=CC=C(C=C2)N2CCN(CC2)C2=NC=C(C=C2)C#N)C=C1)CF